(4-(3,4-Difluoro-2-(trifluoromethyl)phenyl)piperidin-1-yl)(6-methyl-4,5,6,7-tetrahydro-1H-pyrazolo[3,4-c]pyridin-3-yl)methanone FC=1C(=C(C=CC1F)C1CCN(CC1)C(=O)C1=NNC=2CN(CCC21)C)C(F)(F)F